exo-N-[(3-bromo-1,2-oxazol-5-yl)methyl]-5-fluoro-1a,6b-dihydro-1H-cyclopropa[b][1]benzofuran-1-carboxamide BrC1=NOC(=C1)CNC(=O)C1C2OC3=C(C21)C=C(C=C3)F